C(CCCCCCCC)OCC(CO)(COCCCCCCCCC)COCCCCCCCCC 3-(Nonyloxy)-2,2-bis((nonyloxy)methyl)propan-1-ol